(3Z)-3-[[[3-[(dimethylamino)methyl]phenyl]amino]phenylmethylene]-2,3-dihydro-N,N-dimethyl-2-oxo-1H-indole-6-carboxamide CN(C)CC=1C=C(C=CC1)N\C(=C\1/C(NC2=CC(=CC=C12)C(=O)N(C)C)=O)\C1=CC=CC=C1